C(CCC)(=O)OCCC=C(C(=O)N)C 2-butanoyloxyethyl-methacrylamide